O=C1NC2=C(N1)C=CC=C2 2,3-dihydro-2-oxo-1H-benzimidazole